(E)-2-p-methoxybenzylidene-3,3-dimethylbutyrolactone COC1=CC=C(\C=C/2\C(=O)OCC2(C)C)C=C1